C1(CC1)CS(=O)C(=O)N1CCC(CC1)O ((cyclopropyl-methyl)sulfinyl)(4-hydroxypiperidin-1-yl)methanone